ClC=1C=C(OC(C(=O)OC)C)C=C(C1CC1=C(C(=C(C=C1)O)C(C)C)F)Cl methyl 2-(3,5-dichloro-4-(2-fluoro-4-hydroxy-3-isopropylbenzyl)phenoxy)propanoate